4-(trans-4-propylcyclohexyl)-phenylboronic acid C(CC)[C@@H]1CC[C@H](CC1)C1=CC=C(C=C1)B(O)O